2-(3,5-dimethylphenyl)-2-((R)-3-(4-(5,6,7,8-tetrahydro-1,8-naphthyridin-2-yl)butoxy)pyrrolidin-1-yl)acetic acid CC=1C=C(C=C(C1)C)C(C(=O)O)N1C[C@@H](CC1)OCCCCC1=NC=2NCCCC2C=C1